FC(C(=O)O)(F)F.N[C@H]1C2(CN3N=CC=C31)CCN(CC2)C2=CC(N(C(=N2)C)C2=C(C(=CC=C2)Cl)Cl)=O (S)-6-(4'-amino-4'H,6'H-spiro[piperidine-4,5'-pyrrolo[1,2-b]pyrazol]-1-yl)-3-(2,3-dichlorophenyl)-2-methylpyrimidin-4(3H)-one (trifluoroacetate)